methyl-N-((4-methyl-3-oxo-3,4-dihydroquinoxalin-2-yl)methyl)benzamide CC1=C(C(=O)NCC2=NC3=CC=CC=C3N(C2=O)C)C=CC=C1